(1R,3S)-3-(5-Bromo-2-(difluoromethyl)-1H-benzo[d]imidazol-1-yl)cyclohexan-1-amine BrC1=CC2=C(N(C(=N2)C(F)F)[C@@H]2C[C@@H](CCC2)N)C=C1